C(CCCCCC)OC1=CC=C(C=C1)C1CC(CC(C1)=O)=O 5-(4-heptyloxyphenyl)-1,3-cyclohexanedione